COC(=O)C=1C(NC(C1O)C1=CC=C(C=C1)OC)=O 4-hydroxy-5-(4-methoxyphenyl)-2-oxo-2,5-dihydro-1H-pyrrole-3-carboxylic acid methyl ester